C1(CC1)C=1C=NN2C1N=C(C=C2NCC2=CC=C(C=C2)C2=NC=CC=C2)NC[C@@H]2[C@H](CNCC2)OC 3-cyclopropyl-N5-(((3r,4r)-3-methoxypiperidin-4-yl)methyl)-N7-(4-(pyridin-2-yl)benzyl)pyrazolo[1,5-a]pyrimidine-5,7-diamine